OC(C(C(=O)OC)=C)C1=NC=CC=C1C(F)(F)F Methyl 2-{hydroxy [3-(trifluoromethyl)pyridin-2-yl]methyl}prop-2-enoate